C(C)OP(O)(=O)C(C1=C(C=C(C=C1C)C)C)=O 2,4,6-trimethylbenzoylphosphonic acid ethyl ester